C(CCCCCCCC)(=O)OCCCCCCCCCCCCCCCCCCCCCCCCCC n-hexacosyl pelargonate